COC=1C=C(C=CC1)/C=C/C(=O)C=1C(=CC2=C(C=CC(O2)(C)C)C1O)OC (E)-3-(3-methoxyphenyl)-1-(5-hydroxy-7-methoxy-2,2-dimethyl-2H-benzopyran-6-yl)prop-2-en-1-one